OC1=C2C[C@H]([C@H](OC2=CC(=C1)O)C1=CC(=C(C(=C1)O)O)O)O[C@H]1[C@@H]([C@H]([C@@H]([C@H](O1)C(=O)O)O)O)O (2S,3S,4S,5R,6R)-6-[[(2R,3R)-5,7-dihydroxy-2-(3,4,5-trihydroxyphenyl)-3,4-dihydro-2H-chromen-3-yl]oxy]-3,4,5-trihydroxyoxane-2-carboxylic acid